pyridin-3-ylmethyl N-[[4-[(2-aminophenyl)carbamoyl]phenyl]methyl]carbamate NC1=C(C=CC=C1)NC(=O)C1=CC=C(C=C1)CNC(OCC=1C=NC=CC1)=O